1-(2-{6-[(7R)-7-amino-2-azabicyclo[2.2.1]heptane-2-carbonyl]-4-fluoro-3-methylpyrazolo[1,5-a]pyridin-2-yl}-1-(cyclopropylmethyl)-1H-pyrrolo[2,3-b]pyridin-6-yl)-1-cyclopropylethan-1-ol N[C@H]1C2N(CC1CC2)C(=O)C=2C=C(C=1N(C2)N=C(C1C)C1=CC=2C(=NC(=CC2)C(C)(O)C2CC2)N1CC1CC1)F